N1=C(C=CC=C1)C1=CC=C(CN2N=C3C(C(N(C=4N3CC(N4)(C)C)C)=O)=C2NC2=CC(=C(C=C2)F)F)C=C1 7,8-Dihydro-2-(4-(pyridine-2-yl)benzyl)-3-(3,4-difluorophenylamino)-5,7,7-trimethyl-[2H]-imidazo-[1,2-a]pyrazolo[4,3-e]pyrimidin-4(5H)-one